OC=1C=CC(=NC1)NC(C1=CC=C(C=C1)C1=NC=CC=C1)=O N-(5-hydroxy-pyridin-2-yl)-4-(pyridin-2-yl)benzamide